C(N)(=O)NCCC[C@H](NC(OCC1C2=CC=CC=C2C=2C=CC=CC12)=O)C(NCCCC[C@H](NC(N[C@@H](CCC(=O)OC(C)(C)C)C(=O)OC(C)(C)C)=O)C(=O)OC(C)(C)C)=O tri-tert-butyl (5S,12S,16S)-5-[3-(carbamoylamino)propyl]-1-(9H-fluoren-9-yl)-3,6,14-trioxo-2-oxa-4,7,13,15-tetraazaoctadecane-12,16,18-tricarboxylate